BrC1=C(C=CC=C1)C(CC(=O)OC)=O methyl 3-(2-bromophenyl)-3-oxopropanoate